3-(4-(5-(4-(2,6-dichlorophenyl)piperazin-1-yl)pentyl)-1-oxoisoindolin-2-yl)piperidine-2,6-dione ClC1=C(C(=CC=C1)Cl)N1CCN(CC1)CCCCCC1=C2CN(C(C2=CC=C1)=O)C1C(NC(CC1)=O)=O